1-methyl-4-methylsulfanylsulfonyl-benzene CC1=CC=C(C=C1)S(=O)(=O)SC